2-((14-(triisopropylsilyl)tetradec-13-yn-1-yl)oxy)ethyl hydrogen ((((R)-1-(6-amino-9H-purin-9-yl)propan-2-yl)oxy)methyl)phosphonate NC1=C2N=CN(C2=NC=N1)C[C@@H](C)OCP(OCCOCCCCCCCCCCCCC#C[Si](C(C)C)(C(C)C)C(C)C)(O)=O